C(C)C1CC2=C(C3=CC=C(C=C3C(=C2CC1)O)Cl)OC(C=C)=O 2-ethyl-6-chloro-9-acryloyloxy-10-hydroxy-1,2,3,4-tetrahydroanthracene